methyl 4-[(tert-butoxycarbonyl)amino]-2,3-dimethylbutanoate C(C)(C)(C)OC(=O)NCC(C(C(=O)OC)C)C